2,2-bis(2-naphthyl)hexafluoropropane tert-Butyl-2-(2-bromoacetyl)-2-methylmorpholine-4-carboxylate C(C)(C)(C)OC(=O)N1CC(OCC1)(C)C(CBr)=O.C1=C(C=CC2=CC=CC=C12)C(C(F)(F)F)(C(F)(F)F)C1=CC2=CC=CC=C2C=C1